8-bromo-1-chloro-3-methoxy-isoquinoline BrC=1C=CC=C2C=C(N=C(C12)Cl)OC